[N+](=O)([O-])C1=CC=C(C=C1)[N+](=O)[O-] 1,4-dinitrobenzene